tert-butyl (S)-7-(5-(3-((tert-butoxycarbonyl)amino)pyrrolidine-1-carbonyl)-4-methylthiophen-2-yl)-3,4-dihydroisoquinoline-2(1H)-carboxylate C(C)(C)(C)OC(=O)N[C@@H]1CN(CC1)C(=O)C1=C(C=C(S1)C1=CC=C2CCN(CC2=C1)C(=O)OC(C)(C)C)C